6,7-dimethoxy-N-(4-nitrophenyl)-4-trifluoromethylquinazolin-2-amine COC=1C=C2C(=NC(=NC2=CC1OC)NC1=CC=C(C=C1)[N+](=O)[O-])C(F)(F)F